3-{5-[(isopropylamino)methyl]furan-2-yl}Propionic acid C(C)(C)NCC1=CC=C(O1)CCC(=O)O